C1(=CC=CC=C1)[C@H](C[Se]C1=CC(=CC=C1)C(F)(F)F)O (R)-1-phenyl-2-((3-(trifluoromethyl)phenyl)seleno)ethan-1-ol